OC[C@H]1N(CC[C@@H](C1)NC=1C=C2C(=CN1)OC(=C2)C#N)C 5-{[(2S,4S)-2-(hydroxymethyl)-1-methylpiperidin-4-yl]amino}furo[2,3-c]pyridine-2-carbonitrile